ClC=1C=C(C=CC1)[C@H]1O[P@@](OCC1)(=O)NC1=NC(N(C=C1)[C@@H]1O[C@@H]([C@H](C1(F)F)O)CO)=O 4-(((2R,4S)-4-(3-chlorophenyl)-2-oxido-1,3,2-dioxaphosphinan-2-yl)amino)-1-((2R,4R,5R)-3,3-difluoro-4-hydroxy-5-(hydroxymethyl)tetrahydrofuran-2-yl)pyrimidin-2(1H)-one